[Ir].C(C)(C)(C)C1=CC(=NC=C1)C1=NC=CC(=C1)C(C)(C)C 4,4'-di-tert-butyl-2,2'-bipyridyl Iridium